4-[(4-Amino-2-{[(2RS)-1-amino-1-oxopropan-2-yl](4-fluorophenyl)amino}-1,3-thiazol-5-yl)carbonyl]benzoic acid NC=1N=C(SC1C(=O)C1=CC=C(C(=O)O)C=C1)N(C1=CC=C(C=C1)F)[C@@H](C(=O)N)C |r|